2-{4-[3-(N-phenyl-9H-carbazol-3-yl)-9H-carbazol-9-yl]phenyl}-4,6-diphenyl-1,3,5-triazine C1(=CC=CC=C1)N1C2=CC=CC=C2C=2C=C(C=CC12)C=1C=CC=2N(C3=CC=CC=C3C2C1)C1=CC=C(C=C1)C1=NC(=NC(=N1)C1=CC=CC=C1)C1=CC=CC=C1